OC(CCC1=C(C=C(C=C1C)O)O)(C)C 4-(3-Hydroxy-3-methylbutyl)-5-methylbenzene-1,3-diol